3-(5-((2-(((4-methoxytetrahydro-2H-pyran-4-yl)methyl)amino)cyclohexyl)oxy)-1-oxoisoindolin-2-yl)piperidine-2,6-dione COC1(CCOCC1)CNC1C(CCCC1)OC=1C=C2CN(C(C2=CC1)=O)C1C(NC(CC1)=O)=O